N-((3-methoxythiophen-2-yl)methyl)-2-(9-(pyridin-2-yl)-6-oxaspiro[4.5]dec-2-en-9-yl)ethanamine COC1=C(SC=C1)CNCCC1(CCOC2(CC=CC2)C1)C1=NC=CC=C1